C1(=CC=CC=C1)C(NCC(C)N)C1=CC=CC=C1 N1-diphenylmethyl-1,2-propanediamine